5-(4-((3-ethyl-9-fluoro-6-methyl-2,5-dioxo-2,3,5,6-tetrahydro-1H-pyrimido[4,5,6-de]quinazolin-8-yl)methyl)piperazin-1-yl)-N,6-dimethylpyridineamide C(C)N1C(NC=2C(=C(C=C3C2C1=NC(N3C)=O)CN3CCN(CC3)C=3C=CC(=NC3C)C(=O)NC)F)=O